C(#N)C1=CC=C2C=3C(C4=C(C(C3NC2=C1)(C)C)C=C(C(=C4)CC)N4CCN(CC4)C(CCCCOCCCNC(OC(C)(C)C)=O)=O)=O tert-butyl (3-((5-(4-(3-cyano-9-ethyl-6,6-dimethyl-11-oxo-6,11-dihydro-5H-benzo[b]carbazol-8-yl)piperazin-1-yl)-5-oxopentyl)oxy)propyl)carbamate